FC(CN(C1=NC=2N(C3=CC=C(C(=C13)F)F)C(=NN2)C)C2=CC(=NC=C2)C#CC2(CC2)C(F)(F)F)F N-(2,2-difluoroethyl)-6,7-difluoro-1-methyl-N-(2-((1-(trifluoromethyl)cyclopropyl)ethynyl)pyridin-4-yl)-[1,2,4]triazolo[4,3-a]quinazolin-5-amine